2-(2-fluoro-3-(1-(4-fluoro-3-(4-fluoro-3-((6-fluoro-4-(methylsulfonyl)-1H-indol-5-yl)oxy)phenyl)-1H-pyrazol-1-yl)ethyl)phenyl)acetic acid FC1=C(C=CC=C1C(C)N1N=C(C(=C1)F)C1=CC(=C(C=C1)F)OC=1C(=C2C=CNC2=CC1F)S(=O)(=O)C)CC(=O)O